2,2'-(4',5'-bis(9,9-dimethylacridin-10(9H)-yl)-[1,1':3',1''-terphenyl]-4,4''-diyl)bis(benzo[d]oxazole) CC1(C2=CC=CC=C2N(C=2C=CC=CC12)C1=C(C=C(C=C1N1C=2C=CC=CC2C(C2=CC=CC=C12)(C)C)C1=CC=C(C=C1)C=1OC2=C(N1)C=CC=C2)C2=CC=C(C=C2)C=2OC1=C(N2)C=CC=C1)C